C(=O)O.ClC=1C(=C(OCC#N)C=CC1C1=CN=C2N1C=CN=C2NC2=CC(=C(C=C2)C(=O)N2CCN(CC2)C(=O)C2CCNCC2)C)F 2-[3-chloro-2-fluoro-4-[8-[3-methyl-4-[4-(piperidine-4-carbonyl)piperazine-1-carbonyl]anilino]imidazo[1,2-a]pyrazin-3-yl]phenoxy]acetonitrile formate